O=C1N(CCC(N1)=O)C1=NN(C2=CC(=CC=C12)C1C(CN(CC1)C(=O)OC(C)(C)C)F)C tert-Butyl 4-[3-(2,4-dioxohexahydropyrimidin-1-yl)-1-methyl-indazol-6-yl]-3-fluoro-piperidine-1-carboxylate